((3S,5S,6R)-6-Methyl-2-oxo-5-phenyl-1-(2,2,2-trifluoroethyl)piperidin-3-yl)carbamate C[C@@H]1[C@@H](C[C@@H](C(N1CC(F)(F)F)=O)NC([O-])=O)C1=CC=CC=C1